N-(2-diethylaminophenyl)thiourea C(C)N(C1=C(C=CC=C1)NC(=S)N)CC